N[C@H]1[C@H]2CN(C[C@H]2CC[C@H]1O)C1=NN2C(S1)=NC=C2C=2C(=NC(=CC2)C)OC (3aR,4S,5R,7aS)-4-amino-2-(5-(2-methoxy-6-methylpyridin-3-yl)imidazo[2,1-b][1,3,4]thiadiazol-2-yl)octahydro-1H-isoindol-5-ol